silicon tetrachloride carbon [C].[Si](Cl)(Cl)(Cl)Cl